FC1=CC=C(C=C1)[C@]1(CNCC1)N[S@@](=O)(=N)C1=CC=C(C=C1)OC(F)(F)F (S)-N-((R)-3-(4-fluorophenyl)pyrrolidin-3-yl)-4-(trifluoromethoxy)benzenesulfonimidamide